Indole-1-Amine N1(C=CC2=CC=CC=C12)N